CN1C[C@@H]([C@H](CC1)NC(=O)C1=CC(=CC=2N(C=NC21)CC(F)(F)F)C#CCN2CCOC1=C2C=CC(=C1)S(=O)(=O)C)C N-[(3S,4S)-1-methyl-3-methyl-4-piperidyl]-6-[3-(7-mesyl-3,4-dihydro-2H-1,4-benzoxazin-4-yl)-1-propynyl]-1-(2,2,2-trifluoroethyl)-1H-1,3-benzimidazole-4-carboxamide